3-(5-((S)-3-aminopyrrolidin-1-yl)pyrimidin-2-yl)-N-((R)-(5-fluoro-2-hydroxyphenyl)(1H-indol-2-yl)methyl)-5-methylbenzamide N[C@@H]1CN(CC1)C=1C=NC(=NC1)C=1C=C(C(=O)N[C@@H](C=2NC3=CC=CC=C3C2)C2=C(C=CC(=C2)F)O)C=C(C1)C